CN(C)CC1=CC=C(C=C1)S(=O)(=O)N 4-((dimethylamino)methyl)benzenesulfonamide